1-(PYRAZINYL)-1-ETHANONE N1=C(C=NC=C1)C(C)=O